COC1=CC=C(C=C1)C1(OC(=C(C1=O)OC(C)=O)N)C 2-(4-methoxyphenyl)-2-methyl-4-acetoxy-5-amino-3(2H)-furanone